The molecule is a naphthalenecarboxamide resulting from the formal condensation of the carboxylic acid group of 4-cyano-1-methoxynaphthalene-2-carboxylic acid with the primary amino group of 1-(1-butylpyrrolidin-2-yl]methanamine. It is a highly potent, competitive, preferential dopamine D3 receptor antagonist, centrally active upon systemic administration. It has a role as a dopaminergic antagonist. It is a tertiary amino compound, a nitrile, a naphthalenecarboxamide, a member of pyrrolidines and an aromatic ether. CCCCN1CCCC1CNC(=O)C2=C(C3=CC=CC=C3C(=C2)C#N)OC